ClC=1C=C(C=NC1)N[C@H](C)C(=O)N1[C@@H]2CC([C@H]([C@H]1C(=O)N[C@@H](C[C@@H]1C(NCCC1)=O)C#N)CC2)(F)F (1S,3S,4S)-2-((5-chloropyridin-3-yl)-D-alanyl)-N-((S)-1-cyano-2-((R)-2-oxopiperidin-3-yl)ethyl)-5,5-difluoro-2-azabicyclo[2.2.2]octane-3-carboxamide